[O-]P([O-])(=O)OP(=O)([O-])O.[Mn+2].P(=O)(O)(O)O.[Na+] sodium phosphate manganese pyrophosphate